2-phenyl-5,6-dihydro-2H-pyran C1(=CC=CC=C1)C1OCCC=C1